2-(5-fluoro-1,3-dihydroisoindol-2-yl)-8-(1-hydroxyethyl)-3,6-dimethylquinazolin-4-one FC=1C=C2CN(CC2=CC1)C1=NC2=C(C=C(C=C2C(N1C)=O)C)C(C)O